FC1=CC=C(C(=O)NC(C)C=2N=C3CCCN(C3=CC2)C(=O)OCCCC2=CC=NC=C2)C=C1 3-(pyridin-4-yl)propyl 6-(1-(4-fluorobenzamido)ethyl)-3,4-dihydro-1,5-naphthyridine-1(2H)-carboxylate